FC1=CC=C(C=C1)N1N=CC2=C1N=CN(C2=O)CC2(CCN(CC2)CC2=CC=C(C=C2)[N+](=O)[O-])O 1-(4-fluorophenyl)-5-((4-hydroxy-1-(4-nitrobenzyl)piperidin-4-yl)methyl)-1,5-dihydro-4H-pyrazolo[3,4-d]pyrimidin-4-one